O1C(OCC2=C1C=CC=C2)O benzo[d][1,3]dioxanol